Cl.O=C(CN(CCO)CCO)O bicin hydrochloride